2-(7-Azabenzotriazole-1-yl)-1,1,3,3-tetramethyluronium tetrafluoroborate F[B-](F)(F)F.N1(N=NC2=C1N=CC=C2)OC(=[N+](C)C)N(C)C